N,N-dibenzyl-2-[2-[3-[(2R,3S,4R,5R,6R)-4,5-dibenzyloxy-6-(benzyloxymethyl)-3-nitro-tetrahydropyran-2-yl]prop-2-ynoxy]ethoxy]ethanamine C(C1=CC=CC=C1)N(CCOCCOCC#C[C@H]1O[C@@H]([C@@H]([C@@H]([C@H]1[N+](=O)[O-])OCC1=CC=CC=C1)OCC1=CC=CC=C1)COCC1=CC=CC=C1)CC1=CC=CC=C1